nicotinic acid chromium [Cr].C(C1=CN=CC=C1)(=O)O